(3-{[2-(4-Isopropylphenyl)imidazo[1,2-a]pyridin-3-yl]methyl}-3,8-diazabicyclo[3.2.1]oct-8-yl)(6-methoxy-3-methylpyridin-2-yl)methanone C(C)(C)C1=CC=C(C=C1)C=1N=C2N(C=CC=C2)C1CN1CC2CCC(C1)N2C(=O)C2=NC(=CC=C2C)OC